7-bromo-3-(5-methyl-4-(2,2,2-trifluoroethoxy)pyridin-3-yl)quinazoline-2,4(1H,3H)-dione BrC1=CC=C2C(N(C(NC2=C1)=O)C=1C=NC=C(C1OCC(F)(F)F)C)=O